1-((1s,4s)-4-aminocyclohexyl)-3-butyl-5-(diaminomethylene)pyrimidine-2,4,6(1H,3H,5H)-trione NC1CCC(CC1)N1C(N(C(C(C1=O)=C(N)N)=O)CCCC)=O